((4-hydroxybutyl)azanediyl)bis(nonane-9,1-diyl) bis(2-butyloctanoate) C(CCC)C(C(=O)OCCCCCCCCCN(CCCCCCCCCOC(C(CCCCCC)CCCC)=O)CCCCO)CCCCCC